3-[(3-Aminopropylamino)methyl]-N-[4-[[5-[6-chloro-4-(trifluoromethyl)-2-pyridyl]-2,5-diazabicyclo[4.2.0]octan-2-yl]sulfonyl]phenyl]benzamide NCCCNCC=1C=C(C(=O)NC2=CC=C(C=C2)S(=O)(=O)N2C3CCC3N(CC2)C2=NC(=CC(=C2)C(F)(F)F)Cl)C=CC1